2-(4-(tert-butyl)phenyl)-N-(7-chloro-2-hydrazinoquinazolin-4-yl)-N-methylthiazol-5-amine C(C)(C)(C)C1=CC=C(C=C1)C=1SC(=CN1)N(C)C1=NC(=NC2=CC(=CC=C12)Cl)NN